Cl.CN1N=CC(=C1C)C1CNCC2=CC=CC=C12 4-(1,5-dimethylpyrazol-4-yl)-1,2,3,4-tetrahydroisoquinoline-hydrochloride